O1N=C(C=C1)N1CCCC1 (1,2-oxazol-3-yl)pyrrolidin